CS(=O)(=O)O[C@@H]1CN(CC1)C(=O)OC(C)(C)C tert-butyl (S)-3-((methylsulfonyl)oxy)pyrrolidin-1-carboxylate